(S)-2-((tert-Butoxycarbonyl)amino)-3-(2-(trifluoromethyl)phenyl)propanoic acid C(C)(C)(C)OC(=O)N[C@H](C(=O)O)CC1=C(C=CC=C1)C(F)(F)F